BrC=1C(=NC(=CC1)C)OC 3-bromo-2-methoxy-6-methylpyridine